4'-Hydroxy-2',4-dimethoxychalcone OC1=CC(=C(C(/C=C/C2=CC=C(C=C2)OC)=O)C=C1)OC